tert-butyl (2R*)-3-{4-[2-(2-ethoxyethoxy)ethoxy]phenyl}-2-[4,7,10-tris(2-tert-butoxy-2-oxoethyl)-1,4,7,10-tetraazacyclododecan-1-yl]propanoate C(C)OCCOCCOC1=CC=C(C=C1)C[C@H](C(=O)OC(C)(C)C)N1CCN(CCN(CCN(CC1)CC(OC(C)(C)C)=O)CC(OC(C)(C)C)=O)CC(=O)OC(C)(C)C |o1:16|